Cl.FC1=CC=C(C=C1)NC(=O)C1(CC1)C(=O)NC1=CC=C(C=C1)OC1=CC=NC2=CC(=CC=C12)C=1C=C2C(=NC1)NN=C2 1-N'-(4-Fluorophenyl)-1-N-[4-[7-(1H-pyrazolo[3,4-b]pyridin-5-yl)quinolin-4-yl]oxyphenyl]cyclopropane-1,1-dicarboxamide hydrochloride